ClC1=C(C=CC(=C1Cl)F)S(=O)(=O)NC1=NC(=C(C=C1)C=1C=C2C=NC(=NC2=C(C1)CC)NC1CCC(CC1)N(C)C)C 2,3-dichloro-N-(5-(2-(((1r,4r)-4-(dimethylamino)cyclohexyl)amino)-8-ethylquinazolin-6-yl)-6-methylpyridin-2-yl)fluorobenzenesulfonamide